OC=1[C@@H](OC(C1O)=O)C(=O)O (R)-3,4-dihydroxy-5-oxo-2,5-dihydrofuroic acid